[Si](C)(C)(C(C)(C)C)OCC=1C(=C(C=CC1F)C1=NC(=NC=C1Cl)C)F 4-(3-(((tert-butyldimethylsilyl)oxy)methyl)-2,4-difluorophenyl)-5-chloro-2-methylpyrimidine